ClC=1C(=NC(=NC1)NC=1C=C(C=NC1)N1C(CCC1)=O)N1CC(CC1)C1CCCC1 1-(5-((5-chloro-4-(3-cyclopentylpyrrolidin-1-yl)pyrimidin-2-yl)amino)pyridin-3-yl)pyrrolidin-2-one